OC[C@@H]1N(CC1)C1=NC(=CC(=C1C#N)C(F)(F)F)C=1C=NN(C1)C1CCNCC1 2-[(2R)-2-(hydroxymethyl)azetidin-1-yl]-6-[1-(4-piperidinyl)pyrazol-4-yl]-4-(trifluoromethyl)pyridine-3-carbonitrile